4-(((Trans)-3-methoxycyclobutyl)amino)-1-phenyl-7-(trifluoromethyl)quinazolin-2(1H)-one CO[C@@H]1C[C@H](C1)NC1=NC(N(C2=CC(=CC=C12)C(F)(F)F)C1=CC=CC=C1)=O